C(#N)C1=CC=C(C=C1)CC(C(=O)OCC)OC(NC1=C2CCCC2=CC=2CCCC12)=O Ethyl 3-(4-cyanophenyl)-2-{[(1,2,3,5,6,7-hexahydro-s-indacen-4-yl)carbamoyl]-oxy}propanoate